ClC=1C(=NC(=NC1)N1CC2CCC(C1)N2C(=O)OC(C)(C)C)N2CC(C2)C(NC(C)(C)C2=CN=C1N2C=CC=C1)=O tert-butyl 3-(5-chloro-4-(3-((2-(imidazo[1,2-a]pyridin-3-yl)propan-2-yl)carbamoyl)azetidin-1-yl)pyrimidin-2-yl)-3,8-diazabicyclo[3.2.1]octane-8-carboxylate